(1R,2S,5S)-3-((S)-3-cyclopropyl-2-(2-(tetrahydro-2H-pyran-4-yl)acetamido)propanoyl)-6,6-dimethyl-3-azabicyclo[3.1.0]hexane-2-carboxylic acid C1(CC1)C[C@@H](C(=O)N1[C@@H]([C@H]2C([C@H]2C1)(C)C)C(=O)O)NC(CC1CCOCC1)=O